S1C=CNC=C1 4H-[1,4]thiazine